2-oxo-1,3-dioxole O=C1OC=CO1